C[C@H]1CN(C[C@H](O1)C)C=1C(N(N=C(C1)C1=NNC2=CC=C(C=C12)OC1(CC1)C)C)=O ((2S,6R)-2,6-dimethyl-(N-morpholinyl))-2-methyl-6-(5-(1-methylcyclopropoxy)-1H-indazol-3-yl)pyridazin-3(2H)-one